4-(5-(3-ethoxy-5-fluoro-4-methoxyphenyl)pyridin-3-yl)-1,2-oxaborole-2-ol C(C)OC=1C=C(C=C(C1OC)F)C=1C=C(C=NC1)C=1CB(OC1)O